6-(1-methyl-1H-pyrazol-4-yl)pyrazolo[1,5-a]pyridine-3-carboxylic acid methyl ester COC(=O)C=1C=NN2C1C=CC(=C2)C=2C=NN(C2)C